S1C=CC2=C1NC(C=C2)=O thieno[2,3-b]Pyridin-6(7H)-one